ClC1=CC=C(CN2C=CC3=CC(=CC=C23)C(=O)O)C=C1 1-(4-chlorobenzyl)-1H-indole-5-carboxylic acid